Cl.ClC1=CC2=C(C=N1)C(=NN2)N2CCCC2 6-chloro-3-(pyrrolidin-1-yl)-1H-pyrazolo[4,3-c]pyridine hydrochloride